C1N(CCC2=CC=CC=C12)CC1=CC(C(=CO1)OCC1=CC=C(C(=O)NC)C=C1)=O 4-(((6-((3,4-dihydroisoquinolin-2(1H)-yl)methyl)-4-oxo-4H-pyran-3-yl)oxy)methyl)-N-methylbenzamide